2,3,5-tri-n-pentylpyrrole C(CCCC)C=1NC(=CC1CCCCC)CCCCC